ClC=1C=C(C=CC1)[C@@H]1[C@H](C1)C(=O)NC1=NC=CC(=C1)NCC=1N=C2N(C=C(C=C2COCCO)C2CC2)C1 (1S,2S)-2-(3-chlorophenyl)-N-(4-(((6-cyclopropyl-8-((2-hydroxyethoxy)methyl)imidazo[1,2-a]pyridin-2-yl)methyl)amino)pyridin-2-yl)cyclopropane-1-carboxamide